F[C@H]1[C@H]2C=C[C@@H](C[C@@H]1C(=C)C1=CC=C(N=N1)C1=C(C=C(C=C1)N1N=NC=C1)O)N2 2-(6-(1-((1R,2R,3R,5R)-2-fluoro-8-azabicyclo[3.2.1]oct-6-en-3-yl)vinyl)pyridazin-3-yl)-5-(1H-1,2,3-triazol-1-yl)phenol